O1CCN(CC1)C1=CC=C(C=C1)NC1=NC=CC(=N1)OCC1CC(C1)NC(C)=O N-((1R,3R)-3-(((2-((4-morpholinophenyl)amino)pyrimidin-4-yl)oxy)methyl)cyclobutyl)acetamide